ClC=1C=C(C=CC1)[C@@H]1C[C@@H]([C@H](CC1)OC1=CC=C(C(=N1)C)S(=O)(=O)NC1=NC=NC=C1)N(C)C 6-(((1S,2S,4S)-4-(3-chloro-phenyl)-2-(dimethylamino)-cyclohexyl)oxy)-2-methyl-N-(pyrimidin-4-yl)pyridine-3-sulfonamide